ClC1=C(C=C(N=N1)C(C#N)C1=C(C=CC=C1Cl)Cl)N1CCN(CC1)C(C)C 2-(6-chloro-5-(4-isopropylpiperazin-1-yl)pyridazin-3-yl)-2-(2,6-dichlorophenyl)acetonitrile